8-ethyl-2-((1-methylpiperidin-4-yl)oxy)-N-(3-nitrobenzyl)pyrazolo[1,5-a][1,3,5]triazin-4-amine C(C)C=1C=NN2C1N=C(N=C2NCC2=CC(=CC=C2)[N+](=O)[O-])OC2CCN(CC2)C